fluoro-N-(4-fluorobenzyl)-N-methyl-4'-hydroxy-3',4'-dihydro-1'H-spiro[piperidine-4,2'-quinoline]-1-carboxamide FN1C2(CC(C3=CC=CC=C13)O)CCN(CC2)C(=O)N(C)CC2=CC=C(C=C2)F